3-butyliminopropyl acetate C(C)(=O)OCCC=NCCCC